C(CCC)C1=CC=C(C=C1)C1(SCCCS1)\C=C\C=C(\C1=CC(=C(C(=C1)OC)OC)OC)/Cl (4-butylphenyl)-2-((1E,3Z)-4-chloro-4-(3,4,5-trimethoxyphenyl)buta-1,3-dien-1-yl)-1,3-dithiane